2-((6-(6-(4-methoxypyridin-3-yl)-4-methyl-1H-pyrazolo[4,3-c]pyridin-1-yl)-4-((2R,3S)-2-methyl-3-((methylsulfonyl)methyl)azetidin-1-yl)pyridin-2-yl)amino)propan-1-ol COC1=C(C=NC=C1)C1=CC2=C(C(=N1)C)C=NN2C2=CC(=CC(=N2)NC(CO)C)N2[C@@H]([C@H](C2)CS(=O)(=O)C)C